NC=1SC=C(N1)C1=C(C=CC=C1)O (2-Aminothiazol-4-yl)phenol